FC(CNC1=CC2=C(C(N(N=C2C(C)C)CC(=O)NC2=NC=CC=N2)=O)S1)F 2-{2-[(2,2-Difluoroethyl)amino]-7-oxo-4-(propan-2-yl)-6H,7H-thieno[2,3-d]pyridazin-6-yl}-N-(pyrimidin-2-yl)acetamide